1-(4-(4-amino-2-((ethylamino)methyl)-1H-imidazo[4,5-c]quinolin-1-yl)butyl)-1-(tetrahydro-2H-pyran-4-yl)urea NC1=NC=2C=CC=CC2C2=C1N=C(N2CCCCN(C(=O)N)C2CCOCC2)CNCC